tert-Butyl (3R)-4-(10-hydroxy-10-((5-(S-methylsulfonimidoyl)-2-oxo-4-phenylpyridin-1(2H)-yl)methyl)-7-azaspiro[4.5]decane-7-carbonyl)-3-phenylpiperazine-1-carboxylate OC1(CCN(CC12CCCC2)C(=O)N2[C@@H](CN(CC2)C(=O)OC(C)(C)C)C2=CC=CC=C2)CN2C(C=C(C(=C2)S(=O)(=N)C)C2=CC=CC=C2)=O